4-(2,6-bis(benzyloxy)pyridin-3-yl)phenol C(C1=CC=CC=C1)OC1=NC(=CC=C1C1=CC=C(C=C1)O)OCC1=CC=CC=C1